ClN1C2(N3C(=CC=C(C3=O)NC3=NC=NC=C3OCC)C1=O)CCCCC2 chloro-6'-((5-ethoxypyrimidin-4-yl)amino)-2'H-spiro[cyclohexane-1,3'-imidazo[1,5-a]pyridine]-1',5'-dione